2-benzyloxy-3-bromo-5-nitro-pyridine C(C1=CC=CC=C1)OC1=NC=C(C=C1Br)[N+](=O)[O-]